1,1-bis-(5-tert-butyl-4-hydroxy-2-methylphenyl)-3-n-dodecylmercaptobutane C(C)(C)(C)C=1C(=CC(=C(C1)C(CC(C)SCCCCCCCCCCCC)C1=C(C=C(C(=C1)C(C)(C)C)O)C)C)O